S(=O)(=O)(O)O.CNO N-methyl-hydroxylamine sulfate